N[C@@]1(CN(CC1)C1=C(C=NC(=C1C1=CC(=CC(=C1)F)F)C#N)C(=O)N[C@@H](C(F)(F)F)C)C 4-[(3S)-3-amino-3-methylpyrrolidin-1-yl]-6-cyano-5-(3,5-difluorophenyl)-N-[(2R)-1,1,1-trifluoropropan-2-yl]pyridine-3-carboxamide